3-benzoyl-N-(5-(N-(4-chlorophenyl)sulfamoyl)-6-methoxypyridin-3-yl)picolinamide C(C1=CC=CC=C1)(=O)C=1C(=NC=CC1)C(=O)NC=1C=NC(=C(C1)S(NC1=CC=C(C=C1)Cl)(=O)=O)OC